NC(CCNC1=CC=CC=C1)N diaminopropyl-aniline